tert-butyl (2R,4S)-2-(((ethylsulfonyl) oxy) methyl)-4-fluoropyrrolidine-1-carboxylate C(C)S(=O)(=O)OC[C@@H]1N(C[C@H](C1)F)C(=O)OC(C)(C)C